2-benzyl-2-(((2R,3R,4R)-3,4,5-triacetoxy-3-ethynyltetrahydrofuran-2-yl)-methoxy)malonic acid 1-ethyl ester 3-((E)-prop-1-en-1-yl) ester C(=C\C)/OC(C(C(=O)OCC)(OC[C@H]1OC([C@@H]([C@]1(C#C)OC(C)=O)OC(C)=O)OC(C)=O)CC1=CC=CC=C1)=O